5-(4-((4-(5-methoxy-2-(1-methyl-1H-pyrazol-4-yl)-4-nitrophenyl)piperazin-1-yl)methyl)piperidin-1-yl)pyridine-2-carboxylic acid COC=1C(=CC(=C(C1)N1CCN(CC1)CC1CCN(CC1)C=1C=CC(=NC1)C(=O)O)C=1C=NN(C1)C)[N+](=O)[O-]